N[C@@H]1C[C@H](CC1)NC(=O)N1CCN(CC1)C(C1=C(C=C(C=C1)NC(=O)C=1N(C(=CN1)C=1C(=NN(C1)CC#C)C(F)(F)F)C)Cl)=O N-[(1S,3S)-3-aminocyclopentyl]-4-[2-chloro-4-[[1-methyl-5-[1-prop-2-ynyl-3-(trifluoromethyl)pyrazol-4-yl]imidazole-2-carbonyl]amino]benzoyl]piperazine-1-carboxamide